(R)-2-(4-(7-(difluoromethyl)pyrazolo[1,5-a]pyridin-2-yl)-6,7-dihydro-1H-imidazo[4,5-c]pyridin-5(4H)-yl)-5-(trifluoromethyl)-1,3,4-oxadiazole FC(C1=CC=CC=2N1N=C(C2)[C@@H]2N(CCC1=C2N=CN1)C=1OC(=NN1)C(F)(F)F)F